2,6-dimethoxyphenylboric acid COC1=C(C(=CC=C1)OC)OB(O)O